CC1=NN=C2N1C1=CC=CC=C1C(=N2)NC2=CC(=CC=C2)C=2C=NC=NC2 methyl-N-(3-(pyrimidin-5-yl)phenyl)-[1,2,4]triazolo[4,3-a]quinazolin-5-amine